tert-butyl 6-((6-cyano-8-(3,3-difluorocyclopentyl)-7-oxo-7,8-dihydropyrido[2,3-d]pyrimidin-2-yl) amino)-3,4-dihydroisoquinoline-2(1H)-carboxylate C(#N)C1=CC2=C(N=C(N=C2)NC=2C=C3CCN(CC3=CC2)C(=O)OC(C)(C)C)N(C1=O)C1CC(CC1)(F)F